2-(hydroxymethyl)-4-benzylmorpholine OCC1CN(CCO1)CC1=CC=CC=C1